2-methoxy-4-(4-methyl-1-piperazinyl)benzene COC1=CC=CC(=C1)N1CCN(CC1)C